BrC1=C(C=C(C=C1)C1=NC2=C(N1)C(C(=C(C2=O)OC)Cl)=O)F 2-(4-bromo-3-fluorophenyl)-6-chloro-5-methoxy-1H-benzo[d]imidazole-4,7-dione